nonadeca-2,4,6,13-tetraene-10-carboxylate CC=CC=CC=CCCC(CCC=CCCCCC)C(=O)[O-]